4-{[7-(3,8-diazabicyclo[3.2.1]octan-3-yl)-5-(tetrahydro-1H-pyrrolizin-7a(5H)-ylmethoxy)[1,3]thiazolo[5,4-d]pyrimidin-2-yl]oxy}-5-ethynyl-2-naphthol C12CN(CC(CC1)N2)C=2C1=C(N=C(N2)OCC23CCCN3CCC2)SC(=N1)OC1=CC(=CC2=CC=CC(=C12)C#C)O